2-hydroxy-3-(isothiazol-3-yl)cyclohepta-2,4,6-trien-1-one OC=1C(C=CC=CC1C1=NSC=C1)=O